(8-(5-((3,4-dichlorophenyl)difluoromethyl)-1,3,4-oxadiazol-2-yl)-6-(thiazolo[4,5-d]pyrimidin-7-yl)-2,6-diazaspiro[3.4]octan-2-yl)(2,2-difluoro-1-methylcyclopropyl)methanone ClC=1C=C(C=CC1Cl)C(C1=NN=C(O1)C1CN(CC12CN(C2)C(=O)C2(C(C2)(F)F)C)C=2C1=C(N=CN2)N=CS1)(F)F